COC1=C(/C=C/C2=NC=NC3=CC=CC=C23)C=CC(=C1)OC (E)-4-(2,4-dimethoxystyryl)quinazoline